ClC=1C=C(C=CC1)[C@@H]1[C@H](C1)C(=O)NC1=NC=CC(=C1)NCC=1N=C2N(C=C(C=C2C2(CN(C2)C)F)C2CC2)C1 (1S,2S)-2-(3-chlorophenyl)-N-(4-(((6-cyclopropyl-8-(3-fluoro-1-methyl-azetidin-3-yl)imidazo[1,2-a]pyridin-2-yl)methyl)amino)pyridin-2-yl)cyclopropane-1-carboxamide